N-(4-hydroxynaphthalen-1-yl)-2-oxo-2,3-dihydro-1H-benzo[d]imidazole-5-sulfonamide OC1=CC=C(C2=CC=CC=C12)NS(=O)(=O)C1=CC2=C(NC(N2)=O)C=C1